C(C)(C)(C)OC(=O)OC1=C(C(=O)OC)C=C(C=C1C)Cl methyl 2-((tert-butoxycarbonyl)oxy)-5-chloro-3-methylbenzoate